C(CCCCCCCCCCCCCCCCC)(=O)N Octadecanoamide